1,3-dihydroxyterephthalaldehyde OC1(C=O)CC(=C(C=O)C=C1)O